sodium ((2S,3S)-1-ethoxy-3-methyl-1-oxopentan-2-yl)carbamodithioate C(C)OC([C@H]([C@H](CC)C)NC(=S)[S-])=O.[Na+]